ClC=1C(=NC(=NC1C)N1CC(C1)[C@@H]1CN(CCC1)C1CC(C1)(C(=O)O)C)N[C@H](C)C1=C(C=C(C=C1)Cl)Cl (1R,3r)-3-((R)-3-(1-(5-chloro-4-(((R)-1-(2,4-dichlorophenyl)ethyl)amino)-6-methylpyrimidin-2-yl)azetidin-3-yl)piperidin-1-yl)-1-methyl-cyclobutane-1-carboxylic acid